(5-butyl-2-thienyl)(phenyl)methanone C(CCC)C1=CC=C(S1)C(=O)C1=CC=CC=C1